2-Amino-5-(4-ethylquinazolin-6-yl)thiazol NC=1SC(=CN1)C=1C=C2C(=NC=NC2=CC1)CC